FC1=C2C=CN(C2=C(C=C1)C(=O)OC)CC1=CC=C(C=C1)OC(F)(F)F methyl 4-fluoro-1-(4-(trifluoromethoxy)benzyl)-1H-indole-7-carboxylate